C(C)S(=O)(=O)OC methyl ethansulfonate